3-i-Propyl-adipic acid C(C)(C)C(CC(=O)O)CCC(=O)O